Ethyl 6-[(4-fluorophenyl) methyl]-9-[4-(trifluoromethyl) phenyl]-9H-carbazole-3-carboxylate FC1=CC=C(C=C1)CC=1C=C2C=3C=C(C=CC3N(C2=CC1)C1=CC=C(C=C1)C(F)(F)F)C(=O)OCC